2-butyl-1,3-dioxane C(CCC)C1OCCCO1